ClC=1C(=NC(=NC1)N1C[C@@H](C[C@H](C1)O)F)NC1=CC=2C3=C(C(N(C2C=C1)C)=O)OCC([C@@H](N3)C3CC3)(F)F (S)-10-((5-Chloro-2-((3R,5R)-3-fluoro-5-hydroxypiperidin-1-yl)pyrimidin-4-yl)amino)-2-cyclopropyl-3,3-difluoro-7-methyl-1,2,3,4-tetrahydro-[1,4]oxazepino[2,3-c]chinolin-6(7H)-on